1,1'-methylenebis(naphthalen-2-ol) C(C1=C(C=CC2=CC=CC=C12)O)C1=C(C=CC2=CC=CC=C12)O